(8R,9R,10S)-10-(hydroxymethyl)-N-(4-methoxyphenyl)-2-methyl-9-[4-(2-phenylethynyl)phenyl]-1,6-diazabicyclo[6.2.0]decane-6-carboxamide OC[C@@H]1[C@@H]([C@@H]2CN(CCCC(N12)C)C(=O)NC1=CC=C(C=C1)OC)C1=CC=C(C=C1)C#CC1=CC=CC=C1